ethyl 2,4-dihydroxy-3,6-dimethylbenzoate OC1=C(C(=O)OCC)C(=CC(=C1C)O)C